CN(CC(=O)N1CC(CC1)N1N=C(C(=C1)NC1=NC=C(C(=N1)NCCCN1C(C(C1)(C)C)=O)C(F)(F)F)C)C 1-(3-((2-((1-(1-(dimethylglycyl)pyrrolidin-3-yl)-3-methyl-1H-pyrazol-4-yl)amino)-5-(trifluoromethyl)pyrimidin-4-yl)amino)propyl)-3,3-dimethylazetidin-2-one